OC1(CCC1)C1=CC=C(C=N1)CN1N=CC(=C1)NC(=O)C=1C=CC=2C=C3N([C@@H](CNC3=O)C)C2N1 (R)-N-(1-((6-(1-hydroxycyclobutyl)pyridin-3-yl)methyl)-1H-pyrazol-4-yl)-9-methyl-6-Oxo-6,7,8,9-tetrahydropyrido[3',2':4,5]pyrrolo[1,2-a]pyrazine-2-carboxamide